1-hexyl-3-methylimidazolium chloride salt [Cl-].C(CCCCC)N1C=[N+](C=C1)C